CC1=C(C(=O)O)C=CC(=C1)C1=CC=C(C=C1)OC(C)=O 2-methyl-4-(4-acetoxyphenyl)benzoic acid